azobis[2-methyl-N-(2-propenyl)propionamidine] dihydrochloride Cl.Cl.N(=NC(C(=N)NCC=C)(C)C)C(C(=N)NCC=C)(C)C